2-[[4-amino-8-(cis-4-aminocyclohexyloxy)-5,5-dimethyl-6H-benzo[H]quinazolin-7-yl]-propyl-amino]ethanol NC1=NC=NC=2C3=C(CC(C12)(C)C)C(=C(C=C3)O[C@@H]3CC[C@@H](CC3)N)N(CCO)CCC